(R)-2-amino-4-(1-(1,3-bis((1,3-dihydroxypropan-2-yl)oxy)propan-2-yl)-1H-1,2,3-triazol-4-yl)butanamide N[C@@H](C(=O)N)CCC=1N=NN(C1)C(COC(CO)CO)COC(CO)CO